FC1=C(C=CC(=C1)F)[Ti] (2,4-difluorophenyl)titanium